terbium oleic acid C(CCCCCCC\C=C/CCCCCCCC)(=O)O.[Tb]